N-[(1S)-1-[(2S,4R)-4-hydroxy-2-[5-[[3-(4-methylthiazol-5-yl)phenyl]methyl]-1H-imidazol-2-yl]pyrrolidine-1-carbonyl]-2,2-dimethyl-propyl]carbamic acid tert-butyl ester C(C)(C)(C)OC(N[C@@H](C(C)(C)C)C(=O)N1[C@@H](C[C@H](C1)O)C=1NC(=CN1)CC1=CC(=CC=C1)C1=C(N=CS1)C)=O